3-(propan-2-yl)-1,2-oxazol CC(C)C1=NOC=C1